FC(C=1C=C(OC2=C(C=C(C=C2)C2C=3C(NC(C2C(=O)OC)=O)=NNC3)OC)C=C(C1)C(F)(F)F)(F)F methyl 4-{4-[3,5-bis(trifluoromethyl)phenoxy]-3-methoxyphenyl}-6-oxo-2H,4H,5H,6H,7H-pyrazolo[3,4-b]pyridine-5-carboxylate